[N+](=O)([O-])C1=C(C2=CC=CC=C2C=C1)C=O nitronaphthaleneformaldehyde